C(C1=CC=CC=C1)OC(=O)NC12CC(C1)(C2)N2C(N1[C@@H]([C@H](N(CC1)C(=O)OC(C)(C)C)C(=O)OC)C2)=O (tert-butyl) 8-methyl (8S,8aR)-2-(3-(((benzyloxy)carbonyl)amino)bicyclo[1.1.1]pentan-1-yl)-3-oxohexahydroimidazo[1,5-a]pyrazine-7,8(1H)-dicarboxylate